(E)-2,4-difluoro-N-(2-methoxy-5-(4-(1-(4-oxopent-2-enoyl)-1,2,3,6-tetrahydropyridin-4-yl)pyrido[3,2-d]pyrimidin-6-yl)pyridin-3-yl)benzenesulfonamide FC1=C(C=CC(=C1)F)S(=O)(=O)NC=1C(=NC=C(C1)C=1C=CC=2N=CN=C(C2N1)C=1CCN(CC1)C(\C=C\C(C)=O)=O)OC